C(C)(C)(C)OC(=O)N(CCCN(C(OC(C)(C)C)=O)C)CCCOC1=CC=C2C(=CC=NC2=C1)NC1=CN=NC(=C1)C1=C(C=CC(=C1)Cl)F tert-butyl N-(3-{[(tert-butoxy)carbonyl]({3-[(4-{[6-(5-chloro-2-fluorophenyl)pyridazin-4-yl]amino} quinolin-7-yl)oxy]propyl})amino}propyl)-N-methylcarbamate